tert-Butyl 3-bromobenzylcarbamate BrC=1C=C(CNC(OC(C)(C)C)=O)C=CC1